NC=1C(=NC2=CC=CN=C2C1C1=C(C(=CC=C1C)O)C)C(=O)N (P)-3-Amino-4-(3-hydroxy-2,6-dimethylphenyl)-1,5-naphthyridine-2-carboxamide